8-[(1R)-1-[(6-Chloro-2-methyl-3-pyridyl)amino]ethyl]-3,6-dimethyl-2-phenyl-chromen-4-one ClC1=CC=C(C(=N1)C)N[C@H](C)C=1C=C(C=C2C(C(=C(OC12)C1=CC=CC=C1)C)=O)C